C(C)OC(=O)C=1C=C2C(=NC1)N(C=C2)C=2C=NC(=CC2)C2=NC=NN2 1-(6-(1H-1,2,4-triazol-5-yl)pyridin-3-yl)-1H-pyrrolo[2,3-b]pyridine-5-carboxylic acid ethyl ester